FC1=C(C=CC=C1C[C@@H]1N(CC([C@@H]1NS(=O)(=O)C1CC1)(F)F)C(C(C)C)=O)C1=C(C=CC=C1)F N-[(2S,3R)-2-[(2,2'-difluoro[1,1'-biphenyl]-3-yl)methyl]-4,4-difluoro-1-(2-methyl-propanoyl)pyrrolidin-3-yl]cyclopropane-sulfonamide